ClC1=NNC=C1C1=CC=C2C(=CN(C2=C1)CCN(CCF)CC)C(=O)[C@@H]1COC2=CC=C(C=C2C1)OC (S)-(6-(3-chloro-1H-pyrazol-4-yl)-1-(2-(ethyl(2-fluoroethyl)amino)ethyl)-1H-indol-3-yl)(6-methoxychroman-3-yl)methanone